NC1=C(C(=NN1C1(CC1)C)C1=CC=C(C=C1)CC(=O)NC1=CC(=NO1)C1=C(C=C(C=C1)Cl)Cl)C(=O)N 5-Amino-3-[4-[2-[[3-(2,4-dichlorophenyl)isoxazol-5-yl]amino]-2-oxo-ethyl]phenyl]-1-(1-methylcyclopropyl)pyrazole-4-carboxamide